C1(CC1)NC1CCN(CC1)C=1C2=C(N(N=C2C(=CC1)C(=O)NC1=CC2=CN(N=C2C=C1OC)C)C)CO 4-[4-(cyclopropylamino)-1-piperidyl]-3-(hydroxymethyl)-N-(6-methoxy-2-methyl-indazol-5-yl)-2-methyl-indazole-7-carboxamide